Fluorenylmethyl Carbamate C1C2=CC=CC=C2C3=CC=CC(=C31)COC(=O)N